[Si]([O-])([O-])([O-])[O-].[Na+].[Na+].[Na+].[Na+] Natrium Silicat